CN1CCN(CC1)C1=NC2=CC=CC=C2C(=N1)C1=CC(NC1=O)=O 4-[2-(4-methyl-piperazin-1-yl)-quinazolin-4-yl]-pyrrole-2,5-dione